(3aR,5s,6aS)-2-(3,3-dimethyl-butyl)-N-(6-morpholino-pyridazin-3-yl)-3,3a,4,5,6,6a-hexahydro-1H-cyclopenta[c]pyrrol-5-amine CC(CCN1C[C@@H]2[C@H](C1)CC(C2)NC=2N=NC(=CC2)N2CCOCC2)(C)C